7-amino-3-((S)-1-((E)-3-((R)-azetidin-2-yl)acryloyl)pyrrolidin-3-yl)-1-(4-(2-fluorophenoxy)phenyl)-1,5-dihydro-4H-pyrrolo[2,3-d]pyridazin-4-one NC1=NNC(C2=C1N(C=C2[C@H]2CN(CC2)C(\C=C\[C@@H]2NCC2)=O)C2=CC=C(C=C2)OC2=C(C=CC=C2)F)=O